16,16-diethoxy-(5Z)-1,5-hexadecadiene-3-yne C(C)OC(CCCCCCCCC\C=C/C#CC=C)OCC